hepteneamine C(=CCCCCC)N